C[C@@H]1COCCN1C1=NN2C(C(NC[C@H]2C(C(F)(F)F)(F)F)=O)=C1 (S)-2-((R)-3-methylmorpholino)-7-(perfluoroethyl)-6,7-dihydropyrazolo[1,5-a]pyrazin-4(5H)-one